2-((2-((2-chloro-4-methylphenyl)amino)-2-oxoethyl)amino)-N-(furan-2-ylmethyl)benzamide ClC1=C(C=CC(=C1)C)NC(CNC1=C(C(=O)NCC=2OC=CC2)C=CC=C1)=O